(trimethylsilyl)sodium deuteropropionate [2H]C(C(=O)O)C.C[Si](C)(C)[Na]